tert-Butyl 3-(5-amino-6-cyanopyridin-2-yl)imidazolidine-1-carboxylate NC=1C=CC(=NC1C#N)N1CN(CC1)C(=O)OC(C)(C)C